C(C)(C)OC(C(=CC1=CC(=C(C(=C1)OC)O)OC)C(C)=O)=O isopropyl-α-acetyl-3,5-dimethoxy-4-hydroxycinnamate